3-((4-bromo-8-(methoxycarbonyl)naphthalen-1-yl)amino)-3-cyanoazetidine-1-carboxylic acid tert-butyl ester C(C)(C)(C)OC(=O)N1CC(C1)(C#N)NC1=CC=C(C2=CC=CC(=C12)C(=O)OC)Br